CC1=C(C(=O)O)C=CC(=C1)C1=C(N(C2=CN=C(C(=C21)O)F)C2=CC=C(C=C2)F)C(C)C methyl-4-[5-fluoro-1-(4-fluorophenyl)-4-hydroxy-2-isopropyl-pyrrolo[2,3-c]pyridin-3-yl]benzoic acid